2-(2H-benzotriazol-2-yl)-6-(2-ethylhexyloxymethyl)-4-methyl-6-(2-ethylhexyloxymethyl)-4-tolyloxyphenol N=1N(N=C2C1C=CC=C2)C=2C(C(CC(C2)(OC2=C(C=CC=C2)O)C)(COCC(CCCC)CC)COCC(CCCC)CC)C